(S)-4-(7-bromo-2-chloroimidazo[2,1-f][1,2,4]triazin-4-yl)-2-(cyanomethyl)piperazine-1-carboxylic acid benzyl ester C(C1=CC=CC=C1)OC(=O)N1[C@H](CN(CC1)C1=NC(=NN2C1=NC=C2Br)Cl)CC#N